(2-chloro-5-[1-(3-methylbenzoxyimino)ethyl]phenyl)carbamic acid methyl ester COC(NC1=C(C=CC(=C1)C(C)=NOCC1=CC(=CC=C1)C)Cl)=O